7-isopropoxy-N-(1-methyl-1H-pyrazol-3-yl)-2-(1-methyl-2-oxabicyclo[2.2.1]Hept-4-yl)imidazo[1,2-a]Pyridine-6-carboxamide C(C)(C)OC1=CC=2N(C=C1C(=O)NC1=NN(C=C1)C)C=C(N2)C21COC(CC2)(C1)C